BrC=1C=C(C=C(C1)OC)N1CCN(CC1)C(=O)OC(C)(C)C Tert-butyl 4-(3-bromo-5-methoxyphenyl)piperazine-1-carboxylate